C(C)(C)(C)OC(=O)N1[C@H](C[C@@H](C1)F)C1=C(C=CC(=C1)F)OC(C)CCCNC1=C(C=NC2=CC=C(C=C12)Br)[N+](=O)[O-] (2R,4S)-2-(2-(5-(6-bromo-3-nitroquinolin-4-ylamino)pent-2-yloxy)-5-fluorophenyl)-4-fluoropyrrolidine-1-carboxylic acid tert-butyl ester